FC(CO)(C1=C(C(=CC=C1)C(C)NC1=NC(=NC2=C3C(=C(C=C12)N1CCOCC1)CCC3)C)C)F 2,2-difluoro-2-(2-methyl-3-(1-((2-methyl-6-morpholino-8,9-dihydro-7H-cyclopenta[h]quinazolin-4-yl)amino)ethyl)phenyl)ethan-1-ol